O=C1NC(CCC1N1CC2=CC=CC(=C2C1)OCCCCCCCCCN1CCC(CC1)N1N=CC(=C1)NC1=NN2C(C=N1)=CC=C2C2=CC=CC=C2)=O 2-(2,6-dioxopiperidin-3-yl)-4-((9-(4-(4-((7-phenylpyrrolo[2,1-f][1,2,4]triazin-2-yl)amino)-1H-pyrazol-1-yl)piperidin-1-yl)nonyl)oxy)isoindoline